FC1=CC=C2C=C(C=C(C2=C1OC(F)(F)F)B1OC(C(O1)(C)C)(C)C)OCOC 2-[7-fluoro-3-(methoxymethoxy)-8-(trifluoromethoxy)-1-naphthyl]-4,4,5,5-tetramethyl-1,3,2-dioxaborolane